C(C)(C)(C)OC(=O)N1CCC(CC1)(CNC1=NC=NC(=C1F)N(CC1=CC=C(C=C1)C(F)(F)F)C1CC1)N.[N+](=O)([O-])C=1C=C(C=CC1)C1COC1 3-(3-nitrophenyl)oxetane tert-Butyl-4-amino-4-(((6-(cyclopropyl(4-(trifluoromethyl)benzyl)amino)-5-fluoropyrimidin-4-yl)amino)methyl)piperidine-1-carboxylate